NC=1C(=CC(=C(C(=O)OC)C1)C)C#CCCNC(=O)OC(C)(C)C Methyl 5-amino-4-(4-((tert-butoxycarbonyl)amino) but-1-yn-1-yl)-2-methylbenzoate